2,3-Difluoro-5-(5-((1-(methyl-sulfonyl)piperidin-4-yl)oxy)-1H-indazol-1-yl)phenol FC1=C(C=C(C=C1F)N1N=CC2=CC(=CC=C12)OC1CCN(CC1)S(=O)(=O)C)O